1-methyl-1-octyl-pyrrolidinium C[N+]1(CCCC1)CCCCCCCC